N-[2-[[2-(ethylamino)ethyl]amino]ethyl]-glycine C(C)NCCNCCNCC(=O)O